[Cs].[Zn].[Cu] copper-zinc-cesium